C(C)(=O)NCCCC[C@H](N)C(=O)O N(ε)-Acetyl-Lysine